2-((4-methyl-5-(4-methylbenzyl)thiazol-2-yl)amino)-2-oxoethyl dimethylsulfamate CN(S(OCC(=O)NC=1SC(=C(N1)C)CC1=CC=C(C=C1)C)(=O)=O)C